6-bromo-2-(2-[[7-(5-methyl-1,2,4-oxadiazol-3-yl)isoquinolin-1-yl]amino]ethyl)-3H-isoindol-1-one BrC1=CC=C2CN(C(C2=C1)=O)CCNC1=NC=CC2=CC=C(C=C12)C1=NOC(=N1)C